C(C1=CC=CC=C1)S(=O)(=O)NC1=CC(=C(C=C1)NC(=O)C1=C(C(=O)N)C=CC=C1)NC(=O)C1=C(C(=O)N)C=CC=C1 (((4-toluenesulfonylamino-1,2-phenylene)bis(azanediyl))bis(carbonyl))dibenzoamide